Cl.C(#N)C1=CC(=CC=2N=C(OC21)C2=C(C(=CC=C2)B2OC(C(O2)(C)C)(C)C)C)CN2C[C@@H](CC2)C(=O)O (R)-1-((7-Cyano-2-(2-methyl-3-(4,4,5,5-tetramethyl-1,3,2-dioxaborolan-2-yl)phenyl)benzo[d]oxazol-5-yl)methyl)pyrrolidine-3-carboxylic acid Hydrochloride